C[C@@H]1N(CCOC1)C1=CC=C(C=N1)C=O 6-[(3S)-3-methylmorpholin-4-yl]pyridine-3-carbaldehyde